isobutyl lactate (isoamyl lactate) C(CC(C)C)C(C(=O)O)(O)C.C(C(O)C)(=O)OCC(C)C